(11,11-bisphosphono-undecanoxy)-7,5-dihydroxyflavone P(=O)(O)(O)C(CCCCCCCCCCOC1=C(OC2=CC(=CC(=C2C1=O)O)O)C1=CC=CC=C1)P(=O)(O)O